(1R,3S,4R)-2-(1-((3-chlorophenyl)amino)cyclopropane-1-carbonyl)-N-((R)-1-cyano-2-((S)-2-oxopiperidin-3-yl)ethyl)-5,5-difluoro-2-azabicyclo[2.2.2]octane-3-carboxamide ClC=1C=C(C=CC1)NC1(CC1)C(=O)N1[C@H]2CC([C@@H]([C@H]1C(=O)N[C@H](C[C@H]1C(NCCC1)=O)C#N)CC2)(F)F